4-(6-azido-3-chloro-2-fluorophenyl)-2-methoxypyridine N(=[N+]=[N-])C1=CC=C(C(=C1C1=CC(=NC=C1)OC)F)Cl